N1(CCOCC1)CCN1C(SC2=C1C=CC(=C2)NC(=O)NC2=CC=C(C=C2)OC(F)(F)F)N 1-{N-[2-(4-morpholinyl)ethyl]-2-aminobenzo[d]thiazol-6-yl}-3-(4-trifluoromethoxyphenyl)urea